C1(=CC=CC=C1)[S+](=O)(C1=CC=C(C=C1)S(=O)(=O)C)C1=CC=CC=C1 diphenyl-(p-methylsulfonylphenyl)sulfoxonium